Cl.N1(CCNCC1)C1=CC=CC(=N1)C1=CN=CS1 5-(6-(piperazine-1-yl)pyridin-2-yl)thiazole hydrochloride